C1(CC1)N1CC(=CC1)C=1C(=C(C(=CC1)O)N1CC(NS1(=O)=O)=O)F 5-(3-(1-cyclopropyl-2,5-dihydro-1H-pyrrol-3-yl)-2-fluoro-6-hydroxyphenyl)-1,2,5-thiadiazolidin-3-one 1,1-dioxide